1,3-bis(2-vinyloxyethoxy)benzene C(=C)OCCOC1=CC(=CC=C1)OCCOC=C